C(C1=CC=CC=C1)C1CCN(CC1)CC1=NN=C(N1)C1=CC=C(C=C1)OC1=CC=CC=C1 4-benzyl-1-((5-(4-phenoxyphenyl)-4H-1,2,4-triazol-3-yl)methyl)piperidine